C(C1=CC=CC=C1)(=O)OC(CC)(C(C(CC)OC(C1=CC=CC=C1)=O)CC)C 3-methyl-4-ethyl-3,5-heptanediol dibenzoate